N-((1R,2R,4S)-7-cyano-7-azabicyclo[2.2.1]heptan-2-yl)-1-(6-methyl-2-pyridinyl)-7-(trifluoromethyl)-1H-indazole-5-carboxamide C(#N)N1[C@H]2[C@@H](C[C@@H]1CC2)NC(=O)C=2C=C1C=NN(C1=C(C2)C(F)(F)F)C2=NC(=CC=C2)C